[N+](=O)([O-])C1=CC=C2CCCN3C2=C1CC3=O 9-nitro-5,6-dihydro-4H-pyrrolo[3,2,1-ij]quinolin-2(1H)-one